methyl (1s,3s)-3-(benzo[d]oxazol-5-yloxy)cyclobutane-1-carboxylate O1C=NC2=C1C=CC(=C2)OC2CC(C2)C(=O)OC